4-nitrobenzyl-1H-pyrazolo[3,4-d]pyrimidine [N+](=O)([O-])C1=CC=C(CN2N=CC=3C2=NC=NC3)C=C1